tert-butyl 3-oxo-2-[(4-vinylphenyl)methyl]butanoate O=C(C(C(=O)OC(C)(C)C)CC1=CC=C(C=C1)C=C)C